2-(4-iodo-2,5-dimethoxyphenyl)-1-methylethylamine IC1=CC(=C(C=C1OC)CC(C)N)OC